C(C)(C)(C)OC(=O)N1CC2(C1)C[C@H](CC2)OC=2C=NC(=CC2C#N)C(F)(F)F (6S)-6-[[4-cyano-6-(trifluoromethyl)-3-pyridyl]oxy]-2-azaspiro[3.4]octane-2-carboxylic acid tert-butyl ester